2,6-difluorobenzyl thiol FC1=C(CS)C(=CC=C1)F